8-((8-(heptadec-9-yloxy)-8-oxooctyl)(3-(tetrahydrofuran-2-carboxamido)propyl)amino)octanoic acid 3-butylheptyl ester C(CCC)C(CCOC(CCCCCCCN(CCCNC(=O)C1OCCC1)CCCCCCCC(=O)OC(CCCCCCCC)CCCCCCCC)=O)CCCC